2-amino-N-(thiazol-2-yl)benzamide NC1=C(C(=O)NC=2SC=CN2)C=CC=C1